COC=1C=CC(=C(C1)O)C1=C2C(=C(N=N1)N[C@H]1CN(CCC1)C)C=NC=C2 5-methoxy-2-(4-{[(3R)-1-methylpiperidin-3-yl]amino}pyrido[3,4-d]pyridazin-1-yl)phenol